CN1CCC(CC1)(C(=O)OCCOCCOCCOCCOCC(COCCCCCCCC(OC(CCCCCC)CCCC)=O)OCCCCCCCC(=O)OC(CCCCCC)CCCC)C [2-[2-[2-[2,3-bis[8-(1-butylheptoxy)-8-oxo-octoxy]propoxy]ethoxy]ethoxy]ethoxy]ethyl 1,4-dimethylpiperidine-4-carboxylate